1-(2,4-Dihydroxyphenyl)-3-[4-hydroxy-3-(3-methylbut-3-enyl)phenyl]prop-2-en-1-one OC1=C(C=CC(=C1)O)C(C=CC1=CC(=C(C=C1)O)CCC(=C)C)=O